N-(2,6-dichlorobenzoyl)-N'-(3-chloro-4-iodophenyl)urea ClC1=C(C(=O)NC(=O)NC2=CC(=C(C=C2)I)Cl)C(=CC=C1)Cl